6-(7,8-dihydro-5H-1,6-naphthyridin-6-yl)-5-methyl-N-(3-pyridylmethyl)pyridine-3-carboxamide N1=CC=CC=2CN(CCC12)C1=C(C=C(C=N1)C(=O)NCC=1C=NC=CC1)C